(S)-N-(pyrrolidin-3-yl)pyridin-3-amine N1C[C@H](CC1)NC=1C=NC=CC1